(2S)-N-(3-{2-[(3-ethoxy-1-methyl-1H-pyrazol-4-yl)amino]-5-methylpyrimidin-4-yl}-1H-indol-7-yl)-2-(4-methylpiperazin-1-yl)butanamide C(C)OC1=NN(C=C1NC1=NC=C(C(=N1)C1=CNC2=C(C=CC=C12)NC([C@H](CC)N1CCN(CC1)C)=O)C)C